CN1N=CC(=C1)CC(=O)C 1-(1-methyl-1H-pyrazol-4-yl)acetone